5-(prop-2-yn-1-yloxy)benzofuran-2-carboxylic acid C(C#C)OC=1C=CC2=C(C=C(O2)C(=O)O)C1